1-(5-(5-(1-(1H-pyrrolo[2,3-b]pyridin-4-yl)ethoxy)-1H-indazol-3-yl)pyridin-2-yl)piperidin-4-amine N1C=CC=2C1=NC=CC2C(C)OC=2C=C1C(=NNC1=CC2)C=2C=CC(=NC2)N2CCC(CC2)N